C(=C)C1=CC=C(CN(CC)CC)C=C1 4-vinyl-N,N-diethylbenzylamine